FC(C1=C(C(=CC=C1)F)[N+](=O)[O-])F 1-(difluoromethyl)-3-fluoro-2-nitrobenzene